[1-(2-methylphenyl)-1H-pyrazol-3-yl]benzamide CC1=C(C=CC=C1)N1N=C(C=C1)C1=C(C(=O)N)C=CC=C1